ClC1=CC=C2C(=CC=NC2=C1)O[C@@H]1CN(CC1)CC(=O)N1[C@@H](CCC1)C#N (S)-1-(2-((S)-3-((7-Chlorochinolin-4-yl)oxy)pyrrolidin-1-yl)acetyl)pyrrolidin-2-carbonitril